C(C)N(C(O[Si](C)(CC(C)C)OC(N(CC)CC)=O)=O)CC (isobutyl (methyl) silanediyl) bis(diethylcarbamate)